bis((2-oxo-1,3-dioxolan-4-yl) methyl) carbonate C(OCC1OC(OC1)=O)(OCC1OC(OC1)=O)=O